3,6-dibromo-alpha-(1-piperazinylmethyl)-9H-carbazole-9-ethanol BrC=1C=CC=2N(C3=CC=C(C=C3C2C1)Br)CC(O)CN1CCNCC1